sodium (2S)-2-(4-chlorophenoxy)hexanoic acid ClC1=CC=C(O[C@H](C(=O)O)CCCC)C=C1.[Na]